2-[2-(3,3-difluoropyrrolidin-1-yl)-4-(3-fluorophenyl)-3-pyridyl]-1,4,6,7-tetrahydropyrano[3,4-d]imidazole FC1(CN(CC1)C1=NC=CC(=C1C=1NC2=C(N1)COCC2)C2=CC(=CC=C2)F)F